2-bromo-N,N-dimethyl-5-nitro-benzenesulfonamide BrC1=C(C=C(C=C1)[N+](=O)[O-])S(=O)(=O)N(C)C